O=C1NC(CC[C@@H]1NC(C1=NC=C(C=C1)C1=CC=C(C=C1)N(C(C)=O)C1CCC(CC1)NC1=NC2=CC=CC=C2C=N1)=O)=O N-((S)-2,6-dioxopiperidin-3-yl)-5-(4-(N-((1r,4S)-4-(quinazolin-2-ylamino)cyclohexyl)acetamido)phenyl)picolinamide